[O-2].[Al+3].[Li+].[O-2] lithium Aluminum Oxide